(S)-3-({3-[3-(4-Trifluoromethoxy-benzyl)-3H-imidazo[4,5-b]pyridin-2-yl]-propionylamino}-methyl)-piperidine-1-carboxylic acid tert-butyl ester C(C)(C)(C)OC(=O)N1C[C@@H](CCC1)CNC(CCC1=NC=2C(=NC=CC2)N1CC1=CC=C(C=C1)OC(F)(F)F)=O